(1-(1-cyclopropyl-4-(trifluoromethyl)-1H-imidazol-2-yl)-2-oxabicyclo[2.2.2]oct-4-yl)methyl-4-methylbenzenesulfonate C1(CC1)N1C(=NC(=C1)C(F)(F)F)C12OCC(CC1)(CC2)COS(=O)(=O)C2=CC=C(C=C2)C